BrC=1C=C2C=CC(=NC2=CC1)C(F)F 6-bromo-2-(difluoromethyl)quinoline